4-amino-N-((5-bromopyridin-2-yl)methyl)-N-((3-chloroallyl)oxy)-1-methyl-1H-pyrazolo[4,3-c]quinoline-8-carboxamide NC1=NC=2C=CC(=CC2C2=C1C=NN2C)C(=O)N(OCC=CCl)CC2=NC=C(C=C2)Br